C(CCCCCCCCC(C)C)S(=O)(=O)O isododecanesulfonic acid